STYRENYL ACETATE C(C)(=O)OC=CC1=CC=CC=C1